C1=C=C=C=CC1 cyclohexanetetraene